(±)-α-methyl-phenethylamine C[C@H](CC1=CC=CC=C1)N |r|